C1(CC1)C1NC(C2=CC=C(C=C2C1)OCOC)=O 3-cyclopropyl-6-(methoxymethoxy)-3,4-dihydroisoquinolin-1(2H)-one